5-(((4-chlorophenyl)thio)methyl)-3-(4-(trifluoromethoxy)phenyl)-1,2,4-oxadiazole ClC1=CC=C(C=C1)SCC1=NC(=NO1)C1=CC=C(C=C1)OC(F)(F)F